tert-Butyl butyl(2-(2-isobutyramidothiazol-4-yl)-2-oxoethyl)carbamate C(CCC)N(C(OC(C)(C)C)=O)CC(=O)C=1N=C(SC1)NC(C(C)C)=O